2-Tert-butyl 7-isopropoxycarbonyl 2-azaspiro[3.5]nonane-2,7-dicarboxylate C1N(CC12CCC(CC2)C(=O)OC(=O)OC(C)C)C(=O)OC(C)(C)C